ClC=1C=C(C=CC1F)NC(N([C@H](C)C1=CNC(C2=CC=CC=C12)=O)CCCC#N)=O (R)-3-(3-chloro-4-fluorophenyl)-1-(3-cyanopropyl)-1-(1-(1-oxo-1,2-dihydroisoquinolin-4-yl)ethyl)urea